4-chloro-2-fluoro-N-(1-methylcyclopropyl)-5-nitrobenzenesulfonamide ClC1=CC(=C(C=C1[N+](=O)[O-])S(=O)(=O)NC1(CC1)C)F